4-[(2S)-3-hydroxy-2-methyl-propyl]-1,5-dimethyl-pyridin-2-one OC[C@H](CC1=CC(N(C=C1C)C)=O)C